C(C=C)(=O)O.C(C=C)(=O)O.C(C=C)(=O)O.CC(CC)CO methyl-hydroxymethylpropane triacrylate